C1(CC1)S(=O)(=O)N1CCCC2=CC(=CC=C12)C1(CCC1)C(=O)NC1=NC=C(C=C1)F 1-[1-(cyclopropylsulfonyl)-1,2,3,4-tetrahydroquinolin-6-yl]-N-(5-fluoropyridin-2-yl)cyclobutane-1-carboxamide